CC(CCCO)(C#N)N=NC(C)(CCCO)C#N 2,2-(Diazene-1,2-diyl)bis(5-hydroxy-2-methylpentanenitrile)